4-[2-(6,7-dimethoxy-4-methyl-3,4-dihydroquinolinyl)ethyl]-1,2,4-triazoline-3,5-dione COC=1C=C2C(CC(=NC2=CC1OC)CCN1C(N=NC1=O)=O)C